2-bromo-5-fluoro-3-((trimethylsilyl)ethynyl)pyridine BrC1=NC=C(C=C1C#C[Si](C)(C)C)F